diethoxydi(trityloxy)silane C(C)O[Si](OC(C1=CC=CC=C1)(C1=CC=CC=C1)C1=CC=CC=C1)(OC(C1=CC=CC=C1)(C1=CC=CC=C1)C1=CC=CC=C1)OCC